1-{[1-Methyl-2-(6-trifluoromethoxy-benzothiazol-2-ylamino)-1H-benzimidazole-5-carbonyl]-amino}-cyclopropanecarboxylic acid ethyl ester C(C)OC(=O)C1(CC1)NC(=O)C1=CC2=C(N(C(=N2)NC=2SC3=C(N2)C=CC(=C3)OC(F)(F)F)C)C=C1